1-(tert-Butoxycarbonyl)octahydropyrrolo[3,4-b]pyrrole-4-carboxylic acid C(C)(C)(C)OC(=O)N1C2C(CC1)C(NC2)C(=O)O